tert-Butyl-3-oxomorpholine C(C)(C)(C)N1C(COCC1)=O